ClC1=C(C(=CC=C1Cl)O)[C@H]1C[C@@H]2N(C([C@@H](N(C2)C(CO)=O)C)=O)CC1 (3S,8R,9aS)-8-(2,3-dichloro-6-hydroxyphenyl)-2-(2-hydroxyacetyl)-3-methyloctahydro-4H-pyrido[1,2-a]pyrazin-4-one